NC=1C(=C(C(=C(C(=O)NC=2C(=CC(=C(C2)N2N=NC(=C2)C(=O)NCCCN2CCOCC2)F)N2CC(N(CC2)C)C)C1)Cl)C)F 1-(5-(5-amino-2-chloro-4-fluoro-3-methylbenzamido)-4-(3,4-dimethylpiperazin-1-yl)-2-fluorophenyl)-N-(3-morpholinopropyl)-1H-1,2,3-triazole-4-carboxamide